butyl 4-(4-(3,4-dichloro-2-fluorophenylamino)-7-methoxyquinazolin-6-yloxy)piperidin-1-carboxylate ClC=1C(=C(C=CC1Cl)NC1=NC=NC2=CC(=C(C=C12)OC1CCN(CC1)C(=O)OCCCC)OC)F